C(C)(C)(C)OC(=O)N1C[C@@](CCC1)(O)C (R)-N-tert-butyloxycarbonyl-3-methyl-3-hydroxypiperidine